NC1=C(C(N(C2=C(C(=CC=C12)Br)F)C1=CC=C(C=C1)C(C)O)=O)C(=O)OC methyl 4-amino-7-bromo-8-fluoro-1-(4-(1-hydroxyethyl)phenyl)-2-oxo-1,2-dihydroquinoline-3-carboxylate